2-dimethylamino-ethanesulfonic acid (4-{5-amino-6-[1-(2,6-dichloro-3-fluoro-phenyl)-ethoxy]-pyrazin-2-yl}-phenyl)-amide NC=1N=CC(=NC1OC(C)C1=C(C(=CC=C1Cl)F)Cl)C1=CC=C(C=C1)NS(=O)(=O)CCN(C)C